methyl-(E)-3-methyl-4-(2,6,6-trimethyl-2-cyclohexen-1-yl)-3-buten-2-one CCC(\C(=C\C1C(=CCCC1(C)C)C)\C)=O